N-(4-(4,4-difluoropiperidin-1-yl)furo[3,2-c]pyridin-6-yl)-1,1-diphenylmethaneimine FC1(CCN(CC1)C1=NC(=CC2=C1C=CO2)N=C(C2=CC=CC=C2)C2=CC=CC=C2)F